(5-formylthiophene-2-yl)boric acid C(=O)C1=CC=C(S1)OB(O)O